1-(2,2-difluoroethyl)-6-((3S)-3-(1-(2-(trifluoromethyl)phenoxy)ethyl)piperidin-1-yl)-1H-pyrazolo[3,4-b]pyrazine FC(CN1N=CC=2C1=NC(=CN2)N2C[C@H](CCC2)C(C)OC2=C(C=CC=C2)C(F)(F)F)F